C(C1=CC=CC=C1)(C1=CC=CC=C1)N1C(CCC1)CNC(OC1=CC=2C(=C3C(=NC2C=C1)C1=CC2=C(C(N1C3)=O)COC([C@]2(O)CC)=O)CC)=O (S)-4,11-diethyl-4-hydroxy-3,14-dioxo-3,4,12,14-tetrahydro-1H-pyrano[3',4':6,7]indolizino[1,2-b]quinolin-9-yl ((1-benzhydrylpyrrolidin-2-yl)methyl)carbamate